N1=CC=C(C=C1)OC=1C=CC(=NC1)C(C(=O)N)C (5-(pyridin-4-yloxy)pyridin-2-yl)propanamide